C1(=CC=C(C=C1)N(C1=CC=C(C=C1)C1=CC=C(C=C1)N1C2=C(C(C=3C=CC=NC13)(C)C)C=CC=C2)C2=CC=C(C=C2)C2=CC=CC=C2)C2=CC=CC=C2 N,N-di([1,1'-biphenyl]-4-yl)-4'-(5,5-dimethylbenzo[b][1,8]naphthyridine-10(5H)-yl)-[1,1'-biphenyl]-4-amine